COC(=O)C=1C(=NN2C1C=CC=C2)OCCC(F)(F)F (3,3,3-trifluoropropoxy)pyrazolo[1,5-a]Pyridine-3-carboxylic acid methyl ester